2-(1-(4-((4-(2H-Tetrazol-5-yl)phenyl)amino)-5-oxo-5,6-dihydropyrimido[4,5-d]pyridazin-2-yl)piperidin-4-yl)acetonitril N=1NN=NC1C1=CC=C(C=C1)NC1=NC(=NC=2C=NNC(C21)=O)N2CCC(CC2)CC#N